ethylenediamine di-succinate tri-sodium salt [Na].[Na].[Na].C1(CCC(=O)ON2CCN(O1)OC(CCC(=O)O2)=O)=O